carbamimidoylimidodicarbonimidic diamide HCl Cl.C(N)(=N)NC(=N)NC(N)=N